1,3-bis(pentafluoropropoxy)-2-propanol FC(CC(F)(F)F)(OCC(COC(CC(F)(F)F)(F)F)O)F